(4-aminobutyl)-2-methylbut-2-enamide HCl salt Cl.NCCCCC(=C(C(=O)N)C)C